[Ca+2].I(=O)(=O)[O-].I(=O)(=O)[O-] Iodic acid calcium salt